ethyl(methyl)((6-((R)-3-methylmorpholino)-2-(1-tosyl-1H-pyrrolo[2,3-b]pyridin-4-yl)pyrimidin-4-yl)imino)-λ6-sulfanone C(C)S(=O)(=NC1=NC(=NC(=C1)N1[C@@H](COCC1)C)C1=C2C(=NC=C1)N(C=C2)S(=O)(=O)C2=CC=C(C)C=C2)C